FC(C(=O)O)(F)F.CN1N=CC(=C1)N(S(=O)(=O)NC(OC(C)(C)C)=O)C[C@H]1N(CCC1)C tert-butyl N-[(1-methylpyrazol-4-yl)-[[(2S)-1-methylpyrrolidin-2-yl]methyl]sulfamoyl]carbamate trifluoroacetate